tert-butyl (1R,5S)-3-(7-bromo-6-chloro-8-fluoro-2-((3-(hydroxy methyl) tetrahydro-1H-pyrrolizin-7a(5H)-yl) methoxy) quinazolin-4-yl)-3,8-diazabicyclo[3.2.1]octane-8-carboxylate BrC1=C(C=C2C(=NC(=NC2=C1F)OCC12CCCN2C(CC1)CO)N1C[C@H]2CC[C@@H](C1)N2C(=O)OC(C)(C)C)Cl